tert-butyl 4-[(1E)-[5-chloro-4-fluoro-2-(prop-2-en-1-yloxy)phenyl]([[(S)-2-methylpropane-2-sulfinyl]imino])methyl]piperidine-1-carboxylate ClC=1C(=CC(=C(C1)/C(/C1CCN(CC1)C(=O)OC(C)(C)C)=N/[S@@](=O)C(C)(C)C)OCC=C)F